OC(=O)C(F)(F)F.C(C)(=O)O acetate TFA salt